ClC1=C2C(NC=3N(C2=CC=C1)N=NC3S(=O)(=O)C3=C(C=C(C=C3)C)C)=O 6-chloro-3-(2,4-dimethylphenyl)sulfonyl-4H-triazolo[1,5-a]quinazolin-5-one